tert-butyl octahydro-1H-2,5-diazaindene-5-carboxylate C1NCC2CN(CCC12)C(=O)OC(C)(C)C